tert-butyl (1-(4-(2-chloro-3-fluoropyridin-4-yl)-2-methylthiazol-5-yl)ethyl)(methyl)carbamate ClC1=NC=CC(=C1F)C=1N=C(SC1C(C)N(C(OC(C)(C)C)=O)C)C